1-(4-(4-((4-(3-phenylisoxazolidin-2-yl)-5-(trifluoromethyl)pyrimidin-2-yl)amino)phenyl)pipeRazin-1-yl)ethan-1-one C1(=CC=CC=C1)C1N(OCC1)C1=NC(=NC=C1C(F)(F)F)NC1=CC=C(C=C1)N1CCN(CC1)C(C)=O